1-(4-(1-(4-(trifluoromethoxy)phenyl)-1H-1,2,4-triazol-3-yl)phenyl)ethan-1-one FC(OC1=CC=C(C=C1)N1N=C(N=C1)C1=CC=C(C=C1)C(C)=O)(F)F